[4-(4-methylsulfonyl-2-phenylpiperazine-1-carbonyl)-3-pyrrolidin-1-ylphenyl]cyclopropanecarboxamide CS(=O)(=O)N1CC(N(CC1)C(=O)C1=C(C=C(C=C1)C1(CC1)C(=O)N)N1CCCC1)C1=CC=CC=C1